N-(2-chloro-3-(3'-chloro-5-formyl-6-methoxy-[2,4'-bipyridin]-2'-yl)phenyl)-5-(3-fluoropropyl)-1-methyl-4,5,6,7-tetrahydro-1H-imidazo[4,5-c]pyridine-2-carboxamide ClC1=C(C=CC=C1C1=NC=CC(=C1Cl)C1=NC(=C(C=C1)C=O)OC)NC(=O)C=1N(C2=C(CN(CC2)CCCF)N1)C